(2-Fluoro-4-(1-(quinolin-6-ylmethyl)-1H-[1,2,3]triazolo[4,5-b]pyrazin-6-yl)phenyl)di-methylphosphine oxide FC1=C(C=CC(=C1)C1=CN=C2C(=N1)N(N=N2)CC=2C=C1C=CC=NC1=CC2)P(C)(C)=O